(2s,3r)-4-methanesulfonyl-benzene CS(=O)(=O)C1=CC=CC=C1